(17β)-17-ethynyl-2-(piperazin-1-yl)estra-1,3,5(10)-trien-17-ol C(#C)[C@@]1([C@]2(C)[C@@H](CC1)[C@@H]1CCC=3C=CC(=CC3[C@H]1CC2)N2CCNCC2)O